NC1=C(O[C@@H]2N[C@@H](CCC2)C(=O)OC)C=CC(=C1)CO (2S,3R,4S,5S,6S)-2-(2-amino-4-(hydroxymethyl)phenoxy)-6-(methoxycarbonyl)tetrahydro-2H-pyridine